2-furyl-silane O1C(=CC=C1)[SiH3]